N1C(=CC=C1)C=O 1H-pyrrolecarbaldehyde